2-chloro-4-fluorophenyl-2-(thiazol-2-yl)-1,4-dihydropyrimidine-5-carboxylate ClC1=C(C=CC(=C1)F)OC(=O)C=1CN=C(NC1)C=1SC=CN1